O=CCCC1=CC=CC=C1 oxo-3-phenylpropan